2-dimethylaminopropane CN(C(C)C)C